ClC=1C(=C2C(=NC1)NC(=N2)C2=CC=C(C=C2)N2CC(NCC2)=O)NC2CCN(CC2)CC2=CC=C(C=C2)OC 4-[4-(6-Chloro-7-{[1-(4-methoxybenzyl)piperidin-4-yl]amino}-3H-imidazo[4,5-b]pyridin-2-yl)phenyl]piperazin-2-one